C12C(C(C(C=C1)C2)C(=O)Cl)C(=O)Cl 5-norbornene-2,3-dicarbonyl chloride